ClC1=NNC2=CC=C(C(=C12)CC(=O)O)Cl 2-(3,5-dichloro-1H-indazol-4-yl)acetic acid